3-((5-chloro-1H-indol-2-yl)methyl)-1-methylurea ClC=1C=C2C=C(NC2=CC1)CNC(NC)=O